5-(N-(2-(4-(2,4,6-trimethylbenzoyl)piperazin-1-yl)phenyl)-N-phenethylsulfamoyl)3-methylbenzofuran-2-carboxylic acid CC1=C(C(=O)N2CCN(CC2)C2=C(C=CC=C2)N(S(=O)(=O)C=2C=CC3=C(C(=C(O3)C(=O)O)C)C2)CCC2=CC=CC=C2)C(=CC(=C1)C)C